tert-butyl 3-(tributylstannyl)-5,6-dihydroimidazo[1,2-a]pyrazine-7(8H)-carboxylate C(CCC)[Sn](C1=CN=C2N1CCN(C2)C(=O)OC(C)(C)C)(CCCC)CCCC